Azetidin-1-yl-{6-[7-tert-butyl-3-(5-methylisoxazol-3-yl)-[1,2,4]triazolo[4,3-b]pyridazin-6-yloxymethyl]-pyridin-3-yl}-methanone N1(CCC1)C(=O)C=1C=NC(=CC1)COC=1C(=CC=2N(N1)C(=NN2)C2=NOC(=C2)C)C(C)(C)C